CC=1N=C(C(=NC1C)C(=O)N)NC1=CC(=CC=C1)CCNC([C@H](C)NC)=O (S)-5,6-dimethyl-3-((3-(2-(2-(methylamino)propanamido)ethyl)phenyl)-amino)pyrazine-2-carboxamide